(6S)-5-theanyl-4,5,6,7-tetrahydro-3H-imidazo[4,5-c]pyridopyridine N[C@@H](CCC(=O)NCC)C(=O)N1CC2=C(C3=C1CCC=N3)N=CN2